C1(=CC=CC=C1)C=1N=C(C2=C(N1)NC=C2)OC2=CC=C(C=C2)NC(CC2=CC=C(C=C2)C(F)(F)F)=O Phenyl-4-(4-(2-(4-(trifluoromethyl)phenyl)acetamido)phenoxy)-7H-pyrrolo[2,3-D]pyrimidine